bicyclo[3.3.1]nonane-3,7-dione C12CC(CC(CC(C1)=O)C2)=O